4-(4,4,5,5-tetramethyl-1,3,2-dioxaborolan-2-yl)-1,2,3,6-tetrahydropyridine 2,2,2-tri-fluoroacetate FC(C(=O)O)(F)F.CC1(OB(OC1(C)C)C=1CCNCC1)C